1,2,3,5-tetrazine-4(3H)-one N1=NNC(N=C1)=O